benzyl cinnamate (3-phenylprop-2-enoate) C1(=CC=CC=C1)C=CC(=O)O.C(C=CC1=CC=CC=C1)(=O)OCC1=CC=CC=C1